FC(C(=O)O)(F)F.O1C(=NC=C1)N oxazoL-2-amine trifluoroacetic acid salt